NC1=CC=C(C=C1)N1CCN(CC1)C1CC2(CC1)CCN(CC2)C2=CC=C1C=NN(C(C1=C2)=O)C2C(NC(CC2)=O)=O 3-(7-(2-(4-(4-aminophenyl)piperazin-1-yl)-8-azaspiro[4.5]decan-8-yl)-1-oxophthalazin-2(1H)-yl)piperidine-2,6-dione